IC=1C(=C(C(=O)[O-])C=CC1C(C)C)C iodo-4-isopropyl-2-methylbenzoate